(S)-2-(3-ethylmorpholino)ethanamine C(C)[C@H]1COCCN1CCN